7-tetradecene-1,3-diol C(CC(CCCC=CCCCCCC)O)O